ClC1=NC=C(C(=N1)OCC1CC1)Cl 2,5-dichloro-4-(cyclopropylmethoxy)pyrimidine